CSCCCCCCO 6-(methylthio)-1-hexanol